C(C)(=O)N1[C@H]([C@@H]([C@H](C2=CC(=CC=C12)C(=O)NCCO)NC1=NC=C(C=C1)F)C)CC (2S,3R,4R)-1-acetyl-2-ethyl-4-((5-fluoropyridin-2-yl)amino)-N-(2-hydroxyethyl)-3-methyl-1,2,3,4-tetrahydroquinoline-6-carboxamide